ClCC1=C2C(=NC3=CC=C4C(=C13)C=CO4)C4=CC1=C(C(N4C2)=O)COC([C@]1(O)CC)=O (S)-15-(chloromethyl)-8-ethyl-8-hydroxy-11,14-dihydro-12H-furo[3,2-f]pyrano[3',4':6,7]indolizino[1,2-b]quinoline-9,12(8H)-dione